C(C)(C)(C)OC(=O)N1N=C(C=C1C1CC1)NC(CC=1C=NN(C1)C1=NC=CC(=C1)Cl)=O.ClC1=CC=C(C=N1)SC 6-Chloro-3-(methylthio)pyridine tert-butyl-3-{2-[1-(4-chloropyridin-2-yl)pyrazol-4-yl]acetamido}-5-cyclopropylpyrazole-1-carboxylate